CN1N=C(C=2N=CNC(C21)=O)C#N 1-methyl-7-oxo-6,7-dihydro-1H-pyrazolo[4,3-d]pyrimidine-3-carbonitrile